pentane-diol C(CCCC)(O)O